(l)-3-[2-(2-chloro-4-heptyloxybenzoyl)-1,2,3,4-tetrahydroisoquinolin-5-yl]-3-(7-methoxy-1-methyl-1H-benzo[d][1,2,3]triazol-5-yl)propionic acid ethyl ester C(C)OC(CC(C1=CC2=C(N(N=N2)C)C(=C1)OC)C1=C2CCN(CC2=CC=C1)C(C1=C(C=C(C=C1)OCCCCCCC)Cl)=O)=O